NC1=C(C(=O)O)C=C(C(=C1Br)Cl)I 2-amino-3-bromo-4-chloro-5-iodobenzoic acid